(R)-4-((8-(1-(2-butynyl)pyrrolidin-3-yl)-7-ethyl-5-methyl-6-oxo-5,6,7,8-tetrahydropteridin-2-yl)amino)-N-ethyl-3-methoxybenzamide C(C#CC)N1CC(CC1)N1[C@@H](C(N(C=2C=NC(=NC12)NC1=C(C=C(C(=O)NCC)C=C1)OC)C)=O)CC